NC=1C=NN2C1C=C(C=C2)CCO 2-(3-aminopyrazolo[1,5-a]pyridin-5-yl)ethanol